[Cl-].[Cl-].C[Si](=[Zr+2](C1C(=CC=C1)C(C)(C)C)C1C(=CC=C1)C(C)(C)C)C dimethylsilanediyl-bis(2-tert-butyl-cyclopentadienyl)zirconium dichloride